C1=C(C=CC2=CC=CC=C12)CO[C@H]1[C@H]([C@H](OCC=C)O[C@H]([C@@H]1OCC1=CC2=CC=CC=C2C=C1)C)O Allyl 3,4-di-O-(2-naphthylmethyl)-α-L-rhamnopyranoside